[(3R)-4-[(3-amino-3-oxo-propyl)amino]-3-[3-(1H-indol-3-yl)propanoyloxy]-2,2-dimethyl-4-oxobutyl] 3-(1H-indol-3-yl)propanoate N1C=C(C2=CC=CC=C12)CCC(=O)OCC([C@H](C(=O)NCCC(=O)N)OC(CCC1=CNC2=CC=CC=C12)=O)(C)C